3-[[4-(2,6-Dimethylphenyl)-6-[(2R)-2-(1,4-dioxaspiro[4.5]decan-8-ylmethylamino)-4,4-dimethyl-pentoxy]pyrimidin-2-yl]sulfamoyl]benzoic acid CC1=C(C(=CC=C1)C)C1=NC(=NC(=C1)OC[C@@H](CC(C)(C)C)NCC1CCC2(OCCO2)CC1)NS(=O)(=O)C=1C=C(C(=O)O)C=CC1